C1(=CC=CC=C1)C1CC=2C(=NNC2CC1)C(=O)N 5-phenyl-4,5,6,7-tetrahydro-1H-indazole-3-carboxamide